2-(4-(1H-imidazol-1-yl)phenyl)-4-((2,3-dihydrospiro[indene-1,4'-piperidin]-1'-yl)methyl)-5-methyloxazole N1(C=NC=C1)C1=CC=C(C=C1)C=1OC(=C(N1)CN1CCC2(CC1)CCC1=CC=CC=C12)C